(R)-N-(1-(1H-indol-3-yl)propan-2-yl)-2,2,3,3-tetrafluoropropan-1-amine N1C=C(C2=CC=CC=C12)C[C@@H](C)NCC(C(F)F)(F)F